C(C)(C)(C)N1CCC(CC1)C1=CC=C2C(=NN(C2=C1)C)C1C(NC(CC1)=O)=O tert-butyl-4-(3-(2,6-dioxopiperidin-3-yl)-1-methyl-1H-indazol-6-yl)piperidine